4-((1s,4s)-4-(4-Amino-3-bromo-1H-pyrazolo[3,4-d]pyrimidin-1-yl)cyclohexyl)piperazine NC1=C2C(=NC=N1)N(N=C2Br)C2CCC(CC2)N2CCNCC2